N(N)C1=CC=C(C=N1)NC(=O)C1CC1 N-(6-hydrazineylpyridin-3-yl)cyclopropanecarboxamide